2-((((9H-Fluoren-9-yl)methoxy)carbonyl)(methyl)amino)-3-(6-methylpyridin-3-yl)propanoic acid C1=CC=CC=2C3=CC=CC=C3C(C12)COC(=O)N(C(C(=O)O)CC=1C=NC(=CC1)C)C